OC=1C=C(C=CC1)[C@@H](C)NC(OC(C)(C)C)=O (R)-tert-butyl (1-(3-hydroxyphenyl)ethyl)carbamate